N[C@H](C(=O)O)CC1=CC=C(C=C1)OCC(=O)OC(C)(C)C (S)-2-amino-3-(4-(2-(tert-butoxy)-2-oxoethoxy)phenyl)propanoic acid